Cl.C(C)OC([C@H](CCC(=O)OCC)N)=O (2S)-2-aminopentanedioic acid 1,5-diethyl ester HCl